FC1=C(C(=CC=C1)F)N(C=O)C=1SC(=CN1)Br (2,6-difluorophenyl)-N-(5-bromo(1,3-thiazol-2-yl))formamide